FC=1C=C(C=CC1F)N(C(=O)C1N(NC(C1)=O)C1=NC(=CC(=N1)C)C(F)(F)F)C N-(3,4-difluorophenyl)-N-methyl-2-(4-methyl-6-(trifluoromethyl)pyrimidin-2-yl)-5-oxopyrazolidine-3-carboxamide